BrCCCCCCOC1=CC=C(C2=CC=CC=C12)C1=CC2=C(OCO2)C=C1 5-(1-(6-bromohexyloxy)naphthalen-4-yl)benzo[d][1,3]dioxoleN